1-tert-butyl ((1r,4r)-4-((6-bromoquinazolin-2-yl)amino)cyclohexyl)carbamate BrC=1C=C2C=NC(=NC2=CC1)NC1CCC(CC1)NC(OC(C)(C)C)=O